C=CCCCCCCCC=C 1,10-Undecadiene